NC1=C(C=CC(=C1)F)[N-]CCCCCCCN1C(/C(/CC1=O)=C/C1=CC=CC=C1)=O (E)-N-(2-amino-4-fluorophenyl)-7-(3-benzylidene-2,5-diketopyrrolidinyl)heptylamide